2-methyl-5-pyrimidin-2-yl-1,3-thiazole-4-carboxylic acid CC=1SC(=C(N1)C(=O)O)C1=NC=CC=N1